C(C)(C)(C)OC(N(C)CC(O)C1=C(C=CC=C1)C(CO[Si](C)(C)C(C)(C)C)(F)F)=O 2-(2-(2-(tert-butyldimethylsilyloxy)-1,1-difluoroethyl)phenyl)-2-hydroxyethyl-(methyl)-carbamic acid tert-butyl ester